NC1C(N(C(C1)C)C1=C(C(=C(C=C1)Br)F)F)=O 3-amino-1-(4-bromo-2,3-difluorophenyl)-5-methylpyrrolidin-2-one